[Cl-].O[N+](O)(O)CC N,N,N-trihydroxyethyl-ammonium chloride